C(C)(=O)NC1=CC=C(C=C1)C1=CN=C2N1N=C(C=C2)C(=O)N(C)C2=CC=C(C=C2)Cl 3-(4-acetamidophenyl)-N-(4-chlorophenyl)-N-methyl-imidazo[1,2-b]pyridazine-6-carboxamide